7-bromo-6-(methoxymethyloxy)-3-methyl-quinazolin-4(3H)-one BrC1=C(C=C2C(N(C=NC2=C1)C)=O)OCOC